C(C)(=O)N1C(CCC1)CNC(=O)C1=CC2=C(SC3=C(C(N2)=O)C=CC=C3)C=C1 N-((1-acetylpyrrolidin-2-yl)methyl)-11-oxo-10,11-dihydrodibenzo[b,f][1,4]thiazepine-8-carboxamide